3-(6-bromopyridin-2-yl)tetrahydro-2H-pyran-3-ol BrC1=CC=CC(=N1)C1(COCCC1)O